tert-butyl 2-(diethoxyphosphoryl)-4-(hydroxyamino)-4-iminobutanoate C(C)OP(=O)(OCC)C(C(=O)OC(C)(C)C)CC(=N)NO